5-(3-((tert-butoxycarbonyl)amino)piperidin-1-yl)pyrazolo[1,5-a]pyrimidine C(C)(C)(C)OC(=O)NC1CN(CCC1)C1=NC=2N(C=C1)N=CC2